3-ethyl-5-(trifluoromethyl)aniline C(C)C=1C=C(N)C=C(C1)C(F)(F)F